ClC=1C=NN(C1)C=1C=CC(N(C1C1=C(C=C(C=C1F)F)F)CC)=O 5-(4-chloro-1H-pyrazol-1-yl)-1-ethyl-6-(2,4,6-trifluorophenyl)pyridin-2(1H)-one